(Z,Z,Z)-9,12,15-octadecatrienoic acid C(CCCCCCC\C=C/C\C=C/C\C=C/CC)(=O)O